C(#C)C=1N=C(C=2N(C1)C(=CN2)C(F)(F)F)N2[C@H](CC2)C (S)-6-ethynyl-8-(2-methylazetidin-1-yl)-3-(trifluoromethyl)imidazo[1,2-a]pyrazine